1,5-anhydro-3-(8-chloro-7-methyl-6-((6-methylpyridin-3-yl)methyl)-4-oxoquinazolin-3(4H)-yl)-2,3-dideoxy-L-threo-pentitol ClC=1C(=C(C=C2C(N(C=NC12)[C@H]1CCOC[C@@H]1O)=O)CC=1C=NC(=CC1)C)C